benzyl N-[(1S)-3-methyl-1-[[(2-oxo-3-piperidyl)methylamino]carbamoyl]butyl]carbamate CC(C[C@@H](C(NNCC1C(NCCC1)=O)=O)NC(OCC1=CC=CC=C1)=O)C